C(#N)C1=C(C=C(C=C1)C=CC(=O)NC1=CC(=NN1)C1=CC=NC=C1)F 3-(4-cyano-3-fluorophenyl)-N-(3-(pyridin-4-yl)-1H-pyrazol-5-yl)propenamide